C1(=CC=CC=C1)C1=C(C=CC=C1)C=1C(=CC=CC1)C1=CC=CC=C1 phenyl(terphenyl)